[4-hydroxybutoxycarbonyl]-ethylene OCCCCOC(=O)C=C